BrC=1C(=CC2=C(N(C(O2)=O)C)C1)CO 5-bromo-6-(hydroxymethyl)-3-methylbenzo[d]oxazol-2(3H)-one